(S,E)-1-(2-ethyl-4-(1-(((3-fluoro-4-(thiophen-3-yl)benzyl)oxy)imino)ethyl)benzyl)pyrrolidine-3-carboxylic acid C(C)C1=C(CN2C[C@H](CC2)C(=O)O)C=CC(=C1)/C(/C)=N/OCC1=CC(=C(C=C1)C1=CSC=C1)F